The molecule is an (omega-1)-hydroxy fatty acid ascaroside that is bhas#28 in which the hydroxy group at position 4 of the ascarylopyranose moiety has been has been converted to the corresponding 1H-indole-3-carboxylate ester. It is a metabolite of the nematode Caenorhabditis elegans. It has a role as a Caenorhabditis elegans metabolite. It is an (omega-1)-hydroxy fatty acid ascaroside, a 3-hydroxy carboxylic acid, a 4-O-(1H-indol-3-ylcarbonyl)ascaroside and a monocarboxylic acid. It derives from a bhas#28 and a (3R,15R)-3,15-dihydroxypalmitic acid. C[C@H]1[C@@H](C[C@H]([C@@H](O1)O[C@H](C)CCCCCCCCCCC[C@H](CC(=O)O)O)O)OC(=O)C2=CNC3=CC=CC=C32